CC1=C(C=C(C=C1)C(NC=1C=NC=C(C1)C(F)(F)F)=O)NC1CN(C1)C=1C=NC=C(C(=O)N)C1 5-(3-((2-methyl-5-((5-(trifluoromethyl)pyridin-3-yl)carbamoyl)phenyl)amino)azetidin-1-yl)nicotinamide